C(C)(C)(C)N(CC(=O)[O-])CCN1CCOCC1 tert-Butyl(2-morpholinoethyl)glycinate